S(=O)(=O)([O-])[O-].[Mg+2].S(=O)(=O)([O-])[O-].[Mg+2] magnesium sulphate magnesium sulphate